3',4'-difluoro-4-methoxy-[1,1'-biphenyl] FC=1C=C(C=CC1F)C1=CC=C(C=C1)OC